NC1=CC(=C(C(=O)NC2=NC(=NC(=C2)C)N2CCC(CC2)(F)F)C(=C1)N1C[C@@H]2C[C@@]2(CC1)C)F 4-amino-N-(2-(4,4-difluoropiperidin-1-yl)-6-methylpyrimidin-4-yl)-2-fluoro-6-((1R,6R)-6-methyl-3-azabicyclo[4.1.0]heptan-3-yl)benzamide